tert-butyl 4-(1-hydroxyethyl)-4-methylpiperidine-1-carboxylate OC(C)C1(CCN(CC1)C(=O)OC(C)(C)C)C